CC=1C=C(C(=O)OOC(C2=CC(=CC=C2)C)=O)C=CC1 di(3-methylbenzoyl)peroxide